2-{5-bromo-3H-imidazo[4,5-b]Pyridin-3-yl}-4-fluorobenzonitrile BrC1=CC=C2C(=N1)N(C=N2)C2=C(C#N)C=CC(=C2)F